C1N(CC12CCOCC2)C2CCC(CC2)NC2=C1C=C(N(C1=CC=C2)CC(F)(F)F)C#CCNC2=C(C=C(C(=O)N)C=C2)OC 4-((3-(4-(((1S,4S)-4-(7-oxa-2-azaspiro[3.5]nonan-2-yl)cyclohexyl)amino)-1-(2,2,2-trifluoroethyl)-1H-indol-2-yl)prop-2-yn-1-yl)amino)-3-methoxybenzamide